7-fluoro-2,2-dimethylchroman-4-one FC1=CC=C2C(CC(OC2=C1)(C)C)=O